ClC=1C=CC(=C(C1)C1=CC(=C(N=N1)SCCO)NC1=CC(=NC=C1)NC(=O)[C@@H]1C[C@H](C1)N1CCN(CC1)C1CC1)F trans-N-(4-{[6-(5-chloro-2-fluorophenyl)-3-[(2-hydroxyethyl)sulfanyl]pyridazin-4-yl]amino}pyridin-2-yl)-3-(4-cyclopropylpiperazin-1-yl)cyclobutane-1-carboxamide